C(C1=CC=CC=C1)OC1=C2C(=CNC2=CC=C1)\C=C\[N+](=O)[O-] (E)-4-benzyloxy-3-(2-nitrovinyl)indole